CC1N(CC(NC1)C)C(=O)OC(C)(C)C tert-butyl 2,5-dimethylpiperazine-1-carboxylate